(2-cyano-2-(2-(3,5-dichloro-4-(4-hydroxy-3-allyl-phenoxy)phenyl)-hydrazino)acetyl)carbamic acid ethyl ester C(C)OC(NC(C(NNC1=CC(=C(C(=C1)Cl)OC1=CC(=C(C=C1)O)CC=C)Cl)C#N)=O)=O